O1N=CC=C1C=1C(=NC(=NC1)NC(C)(C)C1=CC=CC=C1)OC 5-(isoxazol-5-yl)-4-methoxy-N-(2-phenylprop-2-yl)pyrimidin-2-amine